COC=1C=C2CCN(CC2=CC1NC1=NC=C2C(=N1)N(N=C2)CC2C(NCCC2)=O)C 3-[[6-[(6-methoxy-2-methyl-3,4-dihydro-1H-isoquinolin-7-yl)amino]pyrazolo[3,4-d]pyrimidin-1-yl]methyl]piperidin-2-one